(((Z)-hex-3-en-1-yl)oxy)-3-methyldodec-1-ene C(C\C=C/CC)OC=CC(CCCCCCCCC)C